CN(CCOC=1C=C(N)C=C(C1)B1OC(C(O1)(C)C)(C)C)C 3-(2-(dimethylamino)ethoxy)-5-(4,4,5,5-tetramethyl-1,3,2-dioxaborolan-2-yl)aniline